6-(3,4-dimethylphenyl)-2-hydroxy-pyridine-3-sulfonyl chloride CC=1C=C(C=CC1C)C1=CC=C(C(=N1)O)S(=O)(=O)Cl